C(C(=C)C)(=O)OC1CCC(CC1)CC1CCC(CC1)OC(C(=C)C)=O 4,4'-methylendicyclohexyl dimethacrylate